C(#N)C1=C(C=CC(=C1)C(F)(F)F)N1CCC(CC1)(C(=O)NCCN(C)C)C=1C=NC(=CC1)C1=C(C=CC=C1)OC 1-[2-cyano-4-(trifluoromethyl)phenyl]-N-[2-(dimethylamino)ethyl]-4-[6-(2-methoxyphenyl)pyridin-3-yl]piperidine-4-carboxamide